5-cyclopropyl-3-(3-(3-fluoro-4-methylphenyl)-3-(1,2,4-thiadiazol-5-yl)pyrrolidine-1-carboxamido)-N-methylpicolinamide C1(CC1)C=1C=C(C(=NC1)C(=O)NC)NC(=O)N1CC(CC1)(C1=NC=NS1)C1=CC(=C(C=C1)C)F